FC1=CC(=C(C=C1)C(C)=O)[N+](=O)[O-] 1-(4-Fluoro-2-nitrophenyl)ethan-1-one